COC(=O)C=1C(=CC2=CN(N=C2C1)CC1=CC=CC=C1)F 2-Benzyl-5-fluoro-2H-indazole-6-carboxylic acid methyl ester